(4-(3,4-dihydroquinolin-1(2H)-yl)-7H-pyrrolo[2,3-d]pyrimidin-2-yl)-6-methoxy-2-methyl-1,2,3,4-tetrahydroisoquinolin-7-amine N1(CCCC2=CC=CC=C12)C=1C2=C(N=C(N1)C1N(CCC3=CC(=C(C=C13)N)OC)C)NC=C2